6,11,11-trimethyl-6,7,8,9-tetrahydro-6,9-methano-pyridazino[4,5-b]Quinoxaline CC12C=3N=C4C(=NC3C(CC1)C2(C)C)C=NN=C4